1,3-di-O-benzyl-6-(2-benzyloxybenzoyl)-2-N-butyryl-D-glucosamine C(C1=CC=CC=C1)OC1[C@H](NC(CCC)=O)[C@@H](OCC2=CC=CC=C2)[C@H](O)[C@H](O1)C(O)C(C1=C(C=CC=C1)OCC1=CC=CC=C1)=O